C(C)(C)(C)OC(NC(CC(N1CCC(CC1)N1C(NC2=CC=CC=C2C1)=O)=O)C(=O)N1CCC(CC1)N1CCCCC1)=O {1-([1,4']Bipiperidinyl-1'-carbonyl)-3-oxo-3-[4-(2-oxo-1,4-dihydro-2H-quinazolin-3-yl)-piperidin-1-yl]-propyl}-carbamic acid tert-butyl ester